C(=C\C)/[B-](F)(F)F.[K+] Potassium trans-1-propenyltrifluoroborate